tert-butyl (3S)-3-[({7-[(3R)-3-hydroxypyrrolidin-1-yl]-4-oxo-1-(propen-2-yl)-1,4-dihydroquinolin-3-yl}methyl)[(2-methylpyridin-4-yl)methyl]amino]piperidine-1-carboxylate O[C@H]1CN(CC1)C1=CC=C2C(C(=CN(C2=C1)C(=C)C)CN([C@@H]1CN(CCC1)C(=O)OC(C)(C)C)CC1=CC(=NC=C1)C)=O